4-[[(1S,2S)-6-chloro-4-methyl-2-(piperazin-1-yl)-2,3-dihydro-1H-inden-1-yl]oxy]benzene ClC1=CC(=C2C[C@@H]([C@H](C2=C1)OC1=CC=CC=C1)N1CCNCC1)C